OC1=CC=C2C(=C(C=NC2=C1)C(C1=CC=C(C=C1)OC)=O)OC1=CC=C(C=C1)/C=C/C(=O)O (E)-3-(4-((7-hydroxy-3-(4-methoxybenzoyl)quinolin-4-yl)oxy)phenyl)acrylic acid